NC1=NC=CC(=C1Cl)SC=1C=CC=2C(=NC=C(N2)N2CCC3(CC2)[C@@H](C2=CC=CC(=C2C3)OC)N[S@](=O)C(C)(C)C)N1 (R)-N-((S)-1'-(6-((2-amino-3-chloropyridin-4-yl)thio)pyrido[2,3-b]pyrazin-2-yl)-4-methoxy-1,3-dihydrospiro[indene-2,4'-piperidin]-1-yl)-2-methylpropane-2-sulfinamide